(R)-(3-(6-chlorobenzo[d]thiazol-2-yl)-8-methyl-5,6-dihydro-[1,2,4]triazolo[4,3-a]pyrazin-7(8H)-yl)(4-fluorophenyl-3-d)methanone ClC1=CC2=C(N=C(S2)C2=NN=C3N2CCN([C@@H]3C)C(=O)C3=CC(=C(C=C3)F)[2H])C=C1